C(C)(C)(C)OC(=O)N1CCC(=CC1)C=1C(=NC(=CC1)C(NC)=O)C.[N+](=O)([O-])C1=C(NC2=CC=C(C=C2)C(F)(F)F)C=CC=C1 2-nitro-N-(4-(trifluoromethyl)phenyl)aniline tert-butyl-2-methyl-6-(methylcarbamoyl)-3',6'-dihydro-[3,4'-bipyridine]-1'(2'H)-carboxylate